BrC1=NN(C(=C1)C(=O)N(C)C1=C(C=C(C=C1C(NC(C)C)=O)Cl)Cl)C1=NC=CC=C1Cl 3-bromo-1-(3-chloropyridin-2-yl)-N-(2,4-dichloro-6-(isopropylcarbamoyl)phenyl)-N-methyl-1H-pyrazole-5-carboxamide